C(C)(=O)C1=CC=C(C=C1)N1CN2N(CC=C3C2C=2C=CC(=CC2OC3(C)C)OCCO)C1 2-(4-acetylphenyl)-10-(2-hydroxyethoxy)-7,7-dimethyl-5,12b-dihydro-1H,7H-chromeno[4,3-c][1,2,4]triazolo[1,2-a]Pyridazine